NC(C(CNC(=O)[C@H]1N(C[C@@H](C1)O)C([C@H](C(C)(C)C)N1N=NC(=C1)C1CC1)=O)CC1=C(C=CC=C1)Cl)=O (2S,4R)-N-[3-amino-2-[(2-chlorophenyl)methyl]-3-oxo-propyl]-1-[(2S)-2-(4-cyclopropyltriazol-1-yl)-3,3-dimethyl-butanoyl]-4-hydroxy-pyrrolidine-2-carboxamide